6-METHYL-2-PYRIDINECARBOXALDEHYDE CC1=CC=CC(=N1)C=O